C1(CC1)C=1N=NN(C1)[C@H](C(=O)N1[C@@H](C[C@H](C1)O)C(=O)NCC1=CC(=NO1)C1=C(C=CC=C1)OC)C(C)(C)C (2S,4r)-1-[(2S)-2-(4-cyclopropyl-triazol-1-yl)-3,3-dimethyl-butyryl]-4-hydroxy-N-[[3-(2-methoxyphenyl)isoxazol-5-yl]methyl]pyrrolidine-2-carboxamide